[PH2](=O)O.NCC[Na] aminoethyl-sodium hypophosphite